ClC1=CC=CC2=C1NC(=N2)C=CC(=O)N(C(C)C)C(C)C 3-(7-chloro-1H-1,3-benzodiazol-2-yl)-N,N-bis(propan-2-yl)propenamide